N1N=NN=C1NCC1=C(OCC=2C=NC=C(C#N)C2)C=C(C(=C1)Cl)OCC=1C(=C(C=CC1)C1=C(C(=CC=C1)OCCCN1C[C@@H](CC1)O)C)C (R)-5-((2-(((1H-Tetrazol-5-yl)amino)methyl)-4-chloro-5-((3'-(3-(3-hydroxypyrrolidin-1-yl)propoxy)-2,2'-dimethyl-[1,1'-biphenyl]-3-yl)methoxy)phenoxy)methyl)nicotinonitrile